CC1=C(C=C(S1)C(=O)NC=1SC(=NN1)C)[C@H]1[C@@H](C1)NCC1CCOCC1 5-methyl-N-(5-methyl-1,3,4-thiadiazol-2-yl)-4-((1S,2R)-2-((tetrahydro-2H-pyran-4-ylmethyl)-amino)cyclopropyl)-thiophene-2-carboxamide